3-[(3-bromophenyl)methyl]pyrrolidine BrC=1C=C(C=CC1)CC1CNCC1